5-(1H-indazol-5-yl)pyridin-3-amine N1N=CC2=CC(=CC=C12)C=1C=C(C=NC1)N